tert-butyl (4-(1-hydroxycyclobutyl)phenyl)carbamate OC1(CCC1)C1=CC=C(C=C1)NC(OC(C)(C)C)=O